C(CCCCCCCCCCCCCCC(C)C)(=O)OCCCCCCCCCCCCCCCCCC stearyl alcohol isostearate